COC(=O)C=1N=CN(C1)C1=C(C=C(C=C1)Cl)Br.C(C)(C)N1C(=NC(=C1)C(F)(F)F)C1=CC=C(CC2=CC(=CN2)C2=CC=NN2C)C=C1 5-(4-(1-isopropyl-4-(trifluoromethyl)-1H-imidazol-2-yl)benzyl)-3-(1-methyl-1H-pyrazol-5-yl)pyrrole methyl-1-(2-bromo-4-chlorophenyl)-1H-imidazole-4-carboxylate